2-(azidomethyl)-3-(trifluoromethyl)imidazo[1,2-a]pyridine N(=[N+]=[N-])CC=1N=C2N(C=CC=C2)C1C(F)(F)F